[Na+].C(C=C)OC1=C(C=CC=C1)S(=O)(=O)[O-] allyloxybenzenesulfonic acid sodium salt